(1-oxa-6-azaspiro[2.5]oct-6-yl)methanone O1CC12CCN(CC2)C=O